3-(5-cyano-4-((tetrahydrofuran-2-yl)methoxy)pyridin-2-yl)-1-(6-formyl-5-((4-methyl-2-oxopiperazin-1-yl)methyl)pyridin-2-yl)-1-methylurea C(#N)C=1C(=CC(=NC1)NC(N(C)C1=NC(=C(C=C1)CN1C(CN(CC1)C)=O)C=O)=O)OCC1OCCC1